5-fluorobenzo[d]-thiazole-6-amide FC=1C(=CC2=C(N=CS2)C1)C(=O)N